bicyclo[3.1.0]Hexane-6-formic acid C12CCCC2C1C(=O)O